OC1=C(C=CC=C1)NC1=NC(=CC(=N1)C(=O)N1CC2=CC=CC=C2C1)NC(C)(CC(C)(C)C)C (2-((2-hydroxyphenyl)amino)-6-((2,4,4-trimethylpentan-2-yl)amino)-pyrimidin-4-yl)(isoindolin-2-yl)methanone